C(C)(C)(C)OC(NCCCl)=O (2-chloro-ethyl)-carbamic acid tert-butyl ester